1-Methylimidazol CN1C=NC=C1